C(C#C)OC1=C(C=O)C(=CC=C1)OCC#C 2,6-bis(prop-2-yn-1-yloxy)benzaldehyde